(7S)-2-((trans-3-(4-methoxyphenoxy)cyclobutyl)amino)-4,5,7,8-tetramethyl-7,8-dihydropteridin-6(5H)-one COC1=CC=C(O[C@@H]2C[C@H](C2)NC2=NC=3N([C@H](C(N(C3C(=N2)C)C)=O)C)C)C=C1